C1(=CC=C(C=C1)NC(=O)N1[C@H]2CC[C@@H]1CC=1C(=NC=CC12)F)C1=CC=CC=C1 (5S,8R)-N-([1,1-biphenyl]-4-yl)-1-fluoro-6,7,8,9-tetrahydro-5H-5,8-epiminocyclohepta[c]pyridine-10-carboxamide